CN(C1=CC=C2C(=C3C(O2)=CC=CC(=C3)NS(=O)(=O)C3=CC=CC=C3)C1)C N-(N,N-dimethyl-2-aminocyclohepta[b]benzofur-9-yl)benzenesulfonamide